NC1=NC=CC=C1C1=NC=2C(=NC(=CC2)C2=CC=CC=C2)N1C1=CC=C(C=C1)C1CN(C1)C(=O)C1=C(C=C(C(=O)OC)C=C1)C methyl 4-(3-(4-(2-(2-aminopyridin-3-yl)-5-phenyl-3H-imidazo[4,5-b]pyridin-3-yl)phenyl)azetidine-1-carbonyl)-3-methylbenzoate